1-(4-chloro-2-fluorophenyl)-N-methyl-N-(2-nitrophenyl)-pyrrolidin-3-amine ClC1=CC(=C(C=C1)N1CC(CC1)N(C1=C(C=CC=C1)[N+](=O)[O-])C)F